tert-butyl 9-(3-oxopropyl)-3-azaspiro[5.5]undecan-3-carboxylate O=CCCC1CCC2(CCN(CC2)C(=O)OC(C)(C)C)CC1